ferric octadecylsulphate C(CCCCCCCCCCCCCCCCC)OS(=O)(=O)[O-].[Fe+3].C(CCCCCCCCCCCCCCCCC)OS(=O)(=O)[O-].C(CCCCCCCCCCCCCCCCC)OS(=O)(=O)[O-]